OC(CN1N=C(C2=CC=CC=C12)C(=O)O)(C)C 1-(2-hydroxy-2-methylpropyl)-1H-indazole-3-carboxylic acid